COC=1C=C(C=CC1)C1=CC(=NN1CC1=C(C=CC=C1)C)COC(C(=O)O)(C)C 2-[[5-(3-Methoxyphenyl)-1-(o-tolylmethyl)pyrazol-3-yl]methoxy]-2-methyl-propanoic acid